FC1=C(C=CC(=C1)OC[C@H]1N(CCC1)C)N1C(=NC(=C1)C1=NC(=NC=C1C(F)(F)F)NC1CCN(CC1)S(=O)(=O)C)C (S)-4-(1-(2-Fluoro-4-((1-methylpyrrolidin-2-yl)methoxy)phenyl)-2-methyl-1H-imidazol-4-yl)-N-(1-(methylsulfonyl)piperidin-4-yl)-5-(trifluoromethyl)pyrimidin-2-amine